ethyl 2-(6-methoxypyridin-3-yl)-2-oxoacetate COC1=CC=C(C=N1)C(C(=O)OCC)=O